FC1=CC2=C(N=NO2)C=C1Br 6-fluoro-5-bromobenzo[1,2-d][1,2,3]Oxadiazole